3-[(1-hydroxycyclopropyl)methoxy]-2,3-dihydro-1H-isoindol-1-one OC1(CC1)COC1NC(C2=CC=CC=C12)=O